FC=1C=C(C=CC1)S(=O)(=O)N1CC(C1)S(=O)(=O)N1C2=C(SCC1)C(=CN=C2)C2=CC=C(C#N)C=C2 4-(4-((1-((3-Fluorophenyl)sulfonyl)azetidin-3-yl)sulfonyl)-3,4-dihydro-2H-pyrido[4,3-b][1,4]thiazin-8-yl)benzonitrile